C[N+]1(CCOCC1)[O-] N-Methylmorpholin N-Oxid